cyclopentyl(2-(4-((6-methoxypyridin-3-yl)oxy)piperidin-1-yl)-3-methyl-5,7-dihydro-6H-pyrrolo[3,4-b]pyridin-6-yl)methanone C1(CCCC1)C(=O)N1CC2=NC(=C(C=C2C1)C)N1CCC(CC1)OC=1C=NC(=CC1)OC